(S)-3-methyl-3-((1-(methylsulfonyl)-1H-indol-3-yl)methyl)-2,3-dihydro-1H-inden-1-one C[C@@]1(CC(C2=CC=CC=C12)=O)CC1=CN(C2=CC=CC=C12)S(=O)(=O)C